C(C)(C)(C)OC(=O)N1C=CC2=C(C(=CC(=C12)C)OC)CN1[C@@H](CC(CC1)C1=C(SC=C1)C)C1=CC=C(C=C1)C(=O)OC (S)-5-methoxy-4-((2-(4-(methoxycarbonyl)phenyl)-4-(2-methylthiophen-3-yl)piperidine-1-yl)methyl)-7-methyl-1H-indole-1-carboxylic acid tert-butyl ester